10-(4-methoxyphenyl)phenothiazine ammonium [NH4+].COC1=CC=C(C=C1)N1C2=CC=CC=C2SC=2C=CC=CC12